2-hydroxy-5-{1-hydroxy-2-[2-(4-methoxyphenyl)-1-methylethylamino]ethyl}phenylcarboxamide OC1=C(C=C(C=C1)C(CNC(CC1=CC=C(C=C1)OC)C)O)C(=O)N